CC1=C(N)C(=CC(=C1)OC1=NC=C(C=C1)C(F)(F)F)[N+](=O)[O-] 2-methyl-6-nitro-4-((5-(trifluoromethyl)pyridin-2-yl)-oxy)aniline